[N+](=O)([O-])C=1C(=C2C(=NC1)OCC2)N2C[C@H](C[C@H](C2)C(F)(F)F)NC(OC(C)(C)C)=O tert-Butyl [(3S,5R)-1-(5-nitro-2,3-dihydrofuro[2,3-b]pyridin-4-yl)-5-(trifluoromethyl)piperidin-3-yl]carbamate